2-ethyl-hexane-1,6-diol C(C)C(CO)CCCCO